CN(C)\C=N\C1=NC=CC2=C1N(C(N2[C@H]2CN(CCC2)C(=O)OC(C)(C)C)=O)C2=CC=C(C=C2)OC2=CC=CC=C2 tert-butyl (R)-3-[4-[(E)-[(dimethylamino)methylidene]amino]-2-oxo-3-(4-phenoxyphenyl)-1H,2H,3H-imidazo[4,5-c]pyridin-1-yl]piperidine-1-carboxylate